CC=1CC2=CC(=CC(=C2C1)C)C.[Li] lithium 2,4,6-trimethylindene salt